O1CCC(CC1)OCC1=NN=C(S1)N (((tetrahydro-2H-pyran-4-yl)oxy)methyl)-1,3,4-thiadiazol-2-amine